FC1=C(C=C(C(=C1)C)C=1C=C(C=2N(C1)C=C(N2)C2(CC2)C)N2CCOCC2)NC(=O)N2C[C@@H](CC2)CC(F)(F)F (S)-N-(2-Fluoro-4-methyl-5-(2-(1-methylcyclopropyl)-8-morpholinoimidazo[1,2-a]pyridin-6-yl)phenyl)-3-(2,2,2-trifluoroethyl)pyrrolidine-1-carboxamide